C(C)C1N(CCCNC1)S(=O)(=O)C=1N=C(C2=CC=CC=C2C1)OC ((2-ethyl-1,4-diazacycloheptan-1-yl)sulfonyl)-1-methoxyisoquinoline